6-([1,1'-biphenyl]-2-yloxy)-1-methyl-1H-pyrazolo[3,4-d]pyrimidine C1(=C(C=CC=C1)OC1=NC=C2C(=N1)N(N=C2)C)C2=CC=CC=C2